13-cyclopropyl-N-(2-fluoro-2-methyl-propyl)-N-(2-trimethylsilylethoxymethyl)-12-azatetracyclo[8.4.0.03,8.04,6]tetradeca-1(10),2,8,11,13-pentaene-2-sulfonamide C1(CC1)C=1N=CC=2C=C3CC4CC4C3=C(C2C1)S(=O)(=O)N(COCC[Si](C)(C)C)CC(C)(C)F